N1CC(=CCC1)C(=O)N 1,2,5,6-tetrahydropyridine-3-carboxamide